CCC(CCC)OC1CO1 3-hexoxyethylene oxide